FC(C1=CC=C(C=N1)S(=O)(=O)Cl)F 6-(difluoromethyl)pyridine-3-sulfonyl chloride